C1(=CC=CC=C1)N1C2=CC=CC=C2C=2C=CC=C(C12)N(C1=CC=CC=C1)C=1C=CC=CC1 3-[N-(9-phenylcarbazole-yl)-N-phenylamino]benzene